OC1=C(C=CC2=C(C(=CC=C12)C(=O)O)O)C(=O)O 1,5-dihydroxynaphthalene-2,6-dicarboxylic acid